2'-fluoro-cytidine 3'-phosphate P(=O)(O)(O)O[C@H]1[C@]([C@@H](O[C@@H]1CO)N1C(=O)N=C(N)C=C1)(O)F